2-ethylhexenal CCC/C=C(\CC)/C=O